dibenzo[b,d]furan-1,9-diyl-diboronic acid C1(=CC=CC=2OC3=C(C21)C(=CC=C3)B(O)O)B(O)O